C1CC1(NC(=O)CC[C@@H](C(=O)O)N)O The molecule is a non-proteinogenic L-alpha-amino acid that is L-glutamine in which one of the hydrogens attached to the amide nitrogen is replaced by a 1-hydroxycyclopropyl group. Found in the ink-cap mushroom, Coprinus atramentarius, it causes an unpleasant hypersensitivity to alcohol (the 'disulfiram effect'). It has a role as an EC 1.2.1.3 [aldehyde dehydrogenase (NAD(+))] inhibitor, a metabolite and a mycotoxin. It is a member of cyclopropanes, a dicarboxylic acid monoamide, a L-glutamine derivative and a non-proteinogenic L-alpha-amino acid.